(E)-1-(4-chloro-3-fluorophenyl)-3-(dimethylamino)prop-2-en-1-one tert-butyl-7-((3-(2,6-dioxopiperidin-3-yl)-7-fluoro-1-methyl-1H-indazol-6-yl)amino)-2-azaspiro[3.5]nonane-2-carboxylate C(C)(C)(C)OC(=O)N1CC2(C1)CCC(CC2)NC2=CC=C1C(=NN(C1=C2F)C)C2C(NC(CC2)=O)=O.ClC2=C(C=C(C=C2)C(\C=C\N(C)C)=O)F